2-(4,7-dihydroxy-1,3-benzodithiol-2-ylidene)-4,4-dimethyl-3-oxovaleronitrile OC1=CC=C(C=2SC(SC21)=C(C#N)C(C(C)(C)C)=O)O